1-[4-(ethoxycarbonyl)-3-fluoroanilino]cyclobutane-1-carboxylic acid C(C)OC(=O)C1=C(C=C(NC2(CCC2)C(=O)O)C=C1)F